BrC1=CC2=C(C(=N1)N1CCC(CC1)(F)F)OC(=N2)C 6-Bromo-4-(4,4-difluoropiperidin-1-yl)-2-methyloxazolo[5,4-c]pyridine